5-((((3'-chloro-2'-(2-chloro-3-((6-(((2-hydroxyethyl)amino)methyl)-3-methoxypyridin-2-yl)amino)phenyl)-6-methoxy-[2,4'-bipyridin]-5-yl)methyl)amino)methyl)pyrrolidin-2-one ClC=1C(=NC=CC1C1=NC(=C(C=C1)CNCC1CCC(N1)=O)OC)C1=C(C(=CC=C1)NC1=NC(=CC=C1OC)CNCCO)Cl